FC1CC(N(C1)C(CNC(C(F)(F)F)=O)=O)C(=O)NC(C1=CC=C(C=C1)C(C)C)C1=CC=CC=C1 4-fluoro-N-{phenyl[4-(propan-2-yl)phenyl]methyl}-1-[2-(2,2,2-trifluoroacetamido)acetyl]pyrrolidine-2-carboxamide